(m-butyl-oxyphenyl)triphenylboron C(CCC)OC=1C=C(C=CC1)C1=C(C=CC=C1)B(C1=CC=CC=C1)C1=CC=CC=C1